N[C@@H]1[C@H](OC2=C1C=CC(=C2)OCOCCOC)CN(C(=O)[C@H](CC2=CC=CC=C2)NC(C2=CC=CC=C2)=O)CC2=CC=C(C=C2)Br N-{1(S)-[[3(S)-Amino-6-(2-methoxy-ethoxymethoxy)-2,3-dihydro-benzofuran-2(R)-ylmethyl]-(4-bromo-benzyl)-carbamoyl]-2-phenyl-ethyl}-benzamide